ethyl 1-(cyclopropyl methyl)-1H-pyrazole-4-carboxylate C1(CC1)CN1N=CC(=C1)C(=O)OCC